N1C(CNC=2C1=NC=CN2)=O 3,4-dihydro-pyrazino[2,3-b]pyrazin-2(1H)-one